CC1=NOC(=C1CN1CCC(CC1)NC(=O)C1=NNC(=C1C(C)C)C=1C=C(C=2N(C1)N=CN2)C)C N-(1-((3,5-dimethylisoxazol-4-yl)methyl)piperidin-4-yl)-4-isopropyl-5-(8-methyl-[1,2,4]triazolo[1,5-a]pyridin-6-yl)-1H-pyrazole-3-carboxamide